C(C)(=O)C1=NN(C2=CC=C(C=C12)C=1C=NC(=NC1)OC)CC(=O)N1[C@@H]2C[C@@]2(C[C@H]1C(=O)NC1=NC(=CN=C1)Br)C (1R,3S,5R)-2-(2-(3-acetyl-5-(2-methoxypyrimidin-5-yl)-1H-indazol-1-yl)acetyl)-N-(6-bromopyrazin-2-yl)-5-methyl-2-azabicyclo[3.1.0]hexane-3-carboxamide